(R)-4-(4-(5-(3-((2,5,7-trimethyl-[1,2,4]triazolo[1,5-a]pyrimidin-6-yl)methyl)pyrrolidin-1-yl)pyrazin-2-yl)benzyl)morpholine CC1=NN2C(N=C(C(=C2C)C[C@H]2CN(CC2)C=2N=CC(=NC2)C2=CC=C(CN3CCOCC3)C=C2)C)=N1